3-[[[6-Chloro-3-[3-(4-chloro-3,5-dimethyl-phenoxy)propyl]-7-(4,6-dimethylpyrimidin-5-yl)-1H-indole-2-carbonyl]amino]methyl]benzoic Acid ClC1=CC=C2C(=C(NC2=C1C=1C(=NC=NC1C)C)C(=O)NCC=1C=C(C(=O)O)C=CC1)CCCOC1=CC(=C(C(=C1)C)Cl)C